N[C@@H]1[C@H](CC2=C(C=CC=C12)Cl)CNCC[C@H]1CN(C(O1)=O)C1=NC2=C(OCC(N2)=O)N=C1 6-[(5S)-5-[2-[[(1R,2R)-1-amino-4-chloro-2,3-dihydro-1H-inden-2-yl]methylamino]ethyl]-2-oxo-1,3-oxazolidin-3-yl]-4H-pyrazino[2,3-b][1,4]oxazin-3-one